C(C)(=O)O.C(C)C=1OC=NN1 ethyl-1,3,4-oxadiazole acetate